C(C)(=O)O[C@H]1C[C@@]2(C([C@H]3[C@H]4[C@@H]5CC[C@H]([C@@H](CCCC(C)C)C)[C@]5(CC[C@@H]4[C@]2(CC1)CO3)C)=O)O 3a-Acetoxy-5a-hydroxy-7β,19-epoxy-cholestan-6-on